ClC1=CC=C2NC=3CC(CC(C3C(C2=C1)=O)=O)C1=CSC=C1 7-chloro-3-(thiophen-3-yl)-3,4-dihydroacridine-1,9(2H,10H)-dione